N1(CCNCC1)C1=C2C(=NC=C1NCC=1C=C3N=CC=NC3=CC1)NC=C2 4-(Piperazin-1-yl)-N-(quinoxalin-6-ylmethyl)-1H-pyrrolo[2,3-b]pyridin-5-amine